aluminum bis(butyl acetoacetate) C(CCC)CC(CC(=O)[O-])=O.C(CCC)CC(CC(=O)[O-])=O.[Al+2]